C(C)(C)(C)OC(=O)NCCCOC=1C=C(C=CC1)[C@@H](C(=O)O)N1CC2=CC=CC=C2C1 (S)-2-(3-(3-((tert-butoxycarbonyl)amino)propoxy)phenyl)-2-(isoindolin-2-yl)acetic acid